4-[3-[2,6-Dichloro-4-[rac-(6R,7S)-6-methoxy-7-methyl-2-azaspiro[3.3]heptan-2-yl]benzoyl]-2,4-dihydro-1,3-benzoxazin-8-yl]-5-fluoro-2-(3-oxa-8-azabicyclo[3.2.1]oct-8-yl)benzoic acid ClC1=C(C(=O)N2COC3=C(C2)C=CC=C3C3=CC(=C(C(=O)O)C=C3F)N3C2COCC3CC2)C(=CC(=C1)N1CC2(C1)C[C@H]([C@H]2C)OC)Cl |r|